Tert-butyl 3-(2-nitrophenyl)-1H-pyrazole-1-carboxylate [N+](=O)([O-])C1=C(C=CC=C1)C1=NN(C=C1)C(=O)OC(C)(C)C